Isoglutamyl-glycine N[C@@H](CCC(=O)NCC(=O)O)C(N)=O